ClC=1C=CC(=NC1)O[C@@H]1C[C@@H]2CN([C@H]1CC2)C(=O)C=2C(=NC=C(C2)C)C2=NC=CC=N2 ((1S,4R,6R)-6-((5-chloropyridin-2-yl)oxy)-2-azabicyclo[2.2.2]oct-2-yl)(5-methyl-2-(pyrimidin-2-yl)pyridin-3-yl)methanone